C(C1=CC=CC=C1)C1=C(C(NC2=CC=C(C=C12)Cl)=O)C(\C=C\C1=CC=C(C=C1)C(C)(C)C)=O 4-benzyl-3-[(E)-3-(4-tert-butylphenyl)prop-2-enoyl]-6-chloro-1H-quinolin-2-one